1-(6-(2,4-dioxotetrahydropyrimidin-1(2H)-yl)pyridin-3-yl)piperidine O=C1N(CCC(N1)=O)C1=CC=C(C=N1)N1CCCCC1